COC1=CC(=CC2=C1O[C@@H]([C@H]2CO)C3=CC(=C(C=C3)O)OC)/C=C/CO The molecule is a dehydrodiconiferyl alcohol that has (2S,3R)-configuration. A natural product isolated from several plant species including Allium sativum and Codonopsis pilosula. It has a role as an antioxidant and a plant metabolite. It is an enantiomer of a (-)-dehydrodiconiferyl alcohol.